C(C1=CC=CC=C1)C1=C(SC=2N3C(COCC21)=NN=C3C)C#CC=3C=CC(=NC3)CCCCNC3=C2CN(C(C2=CC=C3)=O)C3C(NC(CC3)=O)=O 3-(4-((4-(5-((3-benzyl-9-methyl-4H,6H-thieno[2,3-e][1,2,4]triazolo[3,4-c][1,4]oxazepin-2-yl)ethynyl)pyridin-2-yl)butyl)amino)-1-oxoisoindolin-2-yl)piperidine-2,6-dione